O[C@@H]1C(N(CC1)CC1=CC=C(C=C1)C)=O (S)-3-hydroxy-1-(4-methylbenzyl)pyrrolidin-2-one